CC1(CCC(CC1)C1=CC=C(C=C1)NC1CCC(CC1)NC(OC(C)(C)C)=O)C tert-butyl (4-((4-(4,4-dimethylcyclohexyl)phenyl)amino)cyclohexyl)carbamate